CC=1C=C(\C=N\NC2=C3N=CN(C3=NC(=N2)N2CCOCC2)C2=NC=C(C#N)C=C2)C=CC1 (E)-6-(6-(2-(3-methylbenzylidene)hydrazinyl)-2-morpholino-9H-purin-9-yl)nicotinonitrile